C(C)(C)(C)OC(=O)C1=C2C(=C(NC2=CC=C1)C)C(C1=CC(=CC=C1)Br)=O tert-butoxycarbonyl-3-(3-bromobenzoyl)-2-methylindole